4-(3-bromo-5-methylphenyl)-2-hydroxy-4-oxobutanoic acid BrC=1C=C(C=C(C1)C)C(CC(C(=O)O)O)=O